ClC1=CC=C(C=C1)N1C[C@H](CC1)C(=O)N[C@@H]([C@H](O)C=1C=C2CCC(OC2=CC1)(C)C)CN1CCCC1 (S)-1-(4-chlorophenyl)-N-((1R,2R)-1-(2,2-dimethylchroman-6-yl)-1-hydroxy-3-(pyrrolidin-1-yl)propan-2-yl)pyrrolidine-3-carboxamide